[Cl-].C(OC[N+]1(CCC=C(C1)C1=NSN=C1OCCCCCC)C)(OCCCCCCCC)=O [5-(4-hexyloxy-1,2,5-thiadiazol-3-yl)-1-methyl-3,6-dihydro-2H-pyridin-1-ium-1-yl]methyl octyl carbonate chloride